FC1=C(C(=C(C(=C1F)F)F)F)B(C1=C(C(=C(C(=C1F)F)F)F)F)C1=C(C(=C(C(=C1F)F)F)F)F tris(2,3,4,5,6-penta-fluorophenyl)borane